Methyl (E)-3-(4-((4-((4-(tert-butyl)benzyl)oxy)quinoline-2-carboxamido)methyl)phenyl)acrylate C(C)(C)(C)C1=CC=C(COC2=CC(=NC3=CC=CC=C23)C(=O)NCC2=CC=C(C=C2)/C=C/C(=O)OC)C=C1